CN1N=CC2=CC(=CC=C12)C=1N=C2N(CC1)C=C(C=C2)N2C[C@@H](NCC2)C 2-(1-methyl-1H-indazol-5-yl)-7-[(3S)-3-methylpiperazin-1-yl]-4H-pyrido[1,2-a]pyrimidin